4-(piperidin-1-yl)but-2-en-1-one N1(CCCCC1)CC=CC=O